Dimethyl-amino-1-(4-methoxyphenyl)ethyl-cyclohexanol CC1C(C(CCC1)(O)C(C)C1=CC=C(C=C1)OC)(N)C